ClC=1C=C(C=C(C1)Cl)/C=C/C(=O)NNC(\C=C\C1=CC(=CC(=C1)Cl)Cl)=O (E)-3-(3,5-dichlorophenyl)-N'-((E)-3-(3,5-dichlorophenyl)acryloyl)acrylohydrazide